1-methyl-3-(6-phenylhexa-1,3,5-trien-1-yl)benzene CC1=CC(=CC=C1)C=CC=CC=CC1=CC=CC=C1